(2-fluoro-3-methoxy-6-(1H-1,2,3-triazol-1-yl)phenyl)methanol FC1=C(C(=CC=C1OC)N1N=NC=C1)CO